3-fluoro-5-formyl-4-hydroxy-N-(3-phenyl-1,2,4-oxadiazol-5-yl)benzamide FC=1C=C(C(=O)NC2=NC(=NO2)C2=CC=CC=C2)C=C(C1O)C=O